N-(4-amino-9H-pyrimido[4,5-b]indol-6-yl)acetamide NC1=NC=NC=2NC3=CC=C(C=C3C21)NC(C)=O